2,2-di(tetrahydrofurfuryl)propane C(C1CCCO1)C(C)(C)CC1CCCO1